C(C1=CC=CC=C1)N(CCO)CC1=CC(=NN1)C 2-(benzyl-((3-methyl-1H-pyrazol-5-yl)methyl)amino)ethan-1-ol